2-([1-[(2-Bromophenyl)methyl]-5-(3-isopropoxyphenyl)1H-pyrazol-3-yl]methoxy)-2-methylpropanoic acid BrC1=C(C=CC=C1)CN1N=C(C=C1C1=CC(=CC=C1)OC(C)C)COC(C(=O)O)(C)C